ClC=1C=C2CCN(CC2=C(C1)[C@H]1N(CCC1)C(=O)OC(C)(C)C)C([C@](C(F)(F)F)(C)OC)=O tert-butyl (S)-2-(6-chloro-2-((S)-3,3,3-trifluoro-2-methoxy-2-methylpropanoyl)-1,2,3,4-tetrahydroisoquinolin-8-yl)pyrrolidine-1-carboxylate